4-(3-Hydroxy-6-phenyl-pyridin-2-yl)-4-oxo-butyric acid ethyl ester C(C)OC(CCC(=O)C1=NC(=CC=C1O)C1=CC=CC=C1)=O